C(CCCCCCCCCCC)(=O)OCC(CO)O 2,3-dihydroxypropan-1-yl dodecanoate